(1r,3r)-N-((6-fluoroisoquinolin-5-yl)methyl)-3-((2-methyl-6-(trifluoromethyl)pyridin-4-yl)oxy)cyclobutan-1-amine FC=1C(=C2C=CN=CC2=CC1)CNC1CC(C1)OC1=CC(=NC(=C1)C(F)(F)F)C